1-(3-bromo-4-chloro-2-methoxy-5-methyl-5,6,7,9-tetrahydro-8H-pyrrolo[3,2-b:4,5-c']dipyridin-8-yl)-2-hydroxyethan-1-one BrC=1C(=C2C(=NC1OC)C=1CN(CCC1N2C)C(CO)=O)Cl